C(CCC)C1N(CCOC1)CCOCC Butyl-ethoxyethyl-morpholine